Cl.CNC dimethylamine, hydrochloride